5-(3-(ethoxycarbonyl)cyclohexyl)-2-methoxybenzoic acid C(C)OC(=O)C1CC(CCC1)C=1C=CC(=C(C(=O)O)C1)OC